FC1=CC=CC=2C3=C(OC21)C=C(C=C3C3=NC(=NC(=N3)C3=CC=CC=C3)C3=CC=CC=C3)C3=CC=CC=C3 2-(6-fluoro-3-phenyldibenzo[b,d]furan-1-yl)-4,6-diphenyl-1,3,5-triazine